N-(4-(4-((1-acryloylindolin-6-yl)amino)-6-amino-1,3,5-triazin-2-yl)-2-methylbenzyl)-4-tert-butylbenzamide C(C=C)(=O)N1CCC2=CC=C(C=C12)NC1=NC(=NC(=N1)N)C1=CC(=C(CNC(C2=CC=C(C=C2)C(C)(C)C)=O)C=C1)C